C(C1=CC=CC=C1)OCCCOCC[C@H](OC=1C=C2C(=CN1)N(N=C2)C(C)=O)C 1-[5-[(1R)-3-(3-benzyloxypropoxy)-1-methyl-propoxy]pyrazolo[3,4-c]pyridin-1-yl]ethanone